(4-((5-cyano-1H-benzo[d]imidazol-1-yl)methyl)phenyl)boronic acid C(#N)C1=CC2=C(N(C=N2)CC2=CC=C(C=C2)B(O)O)C=C1